4-(5-methyl-1H-pyrazol-3-yl)-1-(tetrahydro-2H-pyran-4-yl)-1H-pyrazolo[3,4-d]Pyrimidine-4,6-diamine CC1=CC(=NN1)C1(C=2C(=NC(=N1)N)N(NC2)C2CCOCC2)N